2-(6-azidohexyl)-N-[rac-(1S)-1-(dicyclopropylmethyl)-2-[4-(3,5-dimethyl-1H-pyrazol-4-yl)anilino]-2-oxo-ethyl]pyrazole-3-carboxamide N(=[N+]=[N-])CCCCCCN1N=CC=C1C(=O)N[C@H](C(=O)NC1=CC=C(C=C1)C=1C(=NNC1C)C)C(C1CC1)C1CC1 |r|